3-isobutyl-1,2,4-oxadiazol C(C(C)C)C1=NOC=N1